FC1=C(C=CC(=C1)C(F)(F)F)C1=NC(=CC2=C1N=C(N(C2=O)C)C)N2C[C@H](OC1(CCC1)C2)C=2C=NN(C2)C (R)-8-(2-fluoro-4-(trifluoromethyl)phenyl)-2,3-dimethyl-6-(6-(1-methyl-1H-pyrazol-4-yl)-5-oxa-8-azaspiro[3.5]non-8-yl)pyrido[3,4-d]pyrimidin-4(3H)-one